NC=1C2=C(N=CN1)N(C=C2C(=O)N)[C@@H]2O[C@@H]([C@H]([C@H]2O)O)CO 4-amino-7-((2R,3R,4S,5R)-3,4-dihydroxy-5-(hydroxymethyl)tetrahydro-furan-2-yl)-7H-pyrrolo[2,3-d]pyrimidine-5-carboxamide